2-(pent-2-yloxy)-7-((tetrahydro-2H-pyran-4-yl)methyl)imidazo[2,1-f][1,2,4]triazin-4-amine CC(CCC)OC1=NN2C(C(=N1)N)=NC=C2CC2CCOCC2